BrC1=C(C=CC(=C1)C(F)(F)F)CCC1=C(C=C(C=C1)C(F)(F)F)Br 1,2-bis(2-bromo-4-(trifluoromethyl)phenyl)ethane